adenosylmethionine hexafluorophosphate F[P-](F)(F)(F)(F)F.[C@@H]1([C@H](O)[C@H](O)[C@@H](CN[C@@H](CCSC)C(=O)O)O1)N1C=NC=2C(N)=NC=NC12